(12AR)-9-(2-chloro-6-hydroxyphenyl)-10-fluoro-8-[(trimethylsilyl)ethynyl]-3,4,12,12a-tetrahydro-6H-pyrazino[2,1-c][1,4]benzoxazepine-2(1H)-carboxylic acid tert-butyl ester C(C)(C)(C)OC(=O)N1C[C@@H]2COC3=C(CN2CC1)C=C(C(=C3F)C3=C(C=CC=C3O)Cl)C#C[Si](C)(C)C